(S)-2-(4-bromo-2-(1,1-difluoroethyl)phenoxy)propanenitrile BrC1=CC(=C(O[C@H](C#N)C)C=C1)C(C)(F)F